1-benzyl-4-[(5,6-dimethoxyindanone-2-yl)methyl]piperidine hydrochloride Cl.C(C1=CC=CC=C1)N1CCC(CC1)CC1C(C2=CC(=C(C=C2C1)OC)OC)=O